N-(3-[6-[(1R)-1-hydroxypropyl]-4-methylpyridin-3-yl]-1-methyl-2-oxo-1,6-naphthyridin-7-yl)cyclopropanecarboxamide O[C@H](CC)C1=CC(=C(C=N1)C=1C(N(C2=CC(=NC=C2C1)NC(=O)C1CC1)C)=O)C